2-(6-{[(3S,4R)-3-fluoro-2,2,6,6-tetramethylpiperidin-4-yl]oxy}pyridazin-3-yl)-5-(2-methylimidazo[1,2-a]pyridin-6-yl)pyridin-3-ol F[C@H]1C(NC(C[C@H]1OC1=CC=C(N=N1)C1=NC=C(C=C1O)C=1C=CC=2N(C1)C=C(N2)C)(C)C)(C)C